C(C1=CC=CC=C1)C(C(=O)N(C1=CC=CC=C1)C1=CC=C(C=C1)O)CO 2-benzyl-3-hydroxy-N-(4-hydroxyphenyl)-N-phenylpropionamide